tert-butyl (3S,4S)-4-fluoropyrrolidin-3-ylcarbamate F[C@@H]1[C@H](CNC1)NC(OC(C)(C)C)=O